4-methoxy-N-[4-(1-methylpyrazol-4-yl)thiazol-2-yl]benzamide COC1=CC=C(C(=O)NC=2SC=C(N2)C=2C=NN(C2)C)C=C1